CNS(=O)(=O)C1=CC=C(C=C1)NC(=O)NC1=CC(=CC=C1)[C@H](C)SC1=NN=CN1C (S)-N-methyl-4-(3-(3-(1-((4-methyl-4H-1,2,4-triazol-3-yl)thio)ethyl)phenyl)ureido)benzenesulfonamide